calcium-iron phosphate P(=O)([O-])([O-])[O-].[Fe+2].[Ca+2]